FCOC1=CC=C(C(=N1)NC1=CC=C(C=C1)CO)[N+](=O)[O-] (4-((6-(fluoromethoxy)-3-nitropyridin-2-yl)amino)phenyl)methanol